(2-bromo-5-nitropyridine-3-yl)methanol BrC1=NC=C(C=C1CO)[N+](=O)[O-]